2'-(difluoromethyl)-6-(4,5-dimethyl-6-oxopyrimidin-1(6H)-yl)-5'-methoxy-N-(thiazolo[4,5-b]pyridin-2-yl)-[4,4'-bipyridin]-3-carboxamide FC(C1=NC=C(C(=C1)C1=C(C=NC(=C1)N1C=NC(=C(C1=O)C)C)C(=O)NC=1SC=2C(=NC=CC2)N1)OC)F